C1=CC=C(C=2OC3=C(C21)C=CC=C3)C=3C(=NC(=C(C3C3=C(C=CC=C3)C3=CC(=NC(=C3)C)C)N3C2=CC=CC=C2C=2C=C(C=CC32)C3=CC=CC=C3)C3=CC=CC2=C3OC3=C2C=CC=C3)N3C2=CC=CC=C2C=2C=C(C=CC32)C3=CC=CC=C3 9,9'-(3,6-bis(dibenzo[b,d]furan-4-yl)-4-(2-(2,6-dimethylpyridin-4-yl)phenyl)pyridine-2,5-diyl)bis(3-phenyl-9H-carbazole)